1,5,9-trimethyl-13-oxabicyclo-[10.1.0]trideca-4,8-diene CC12CCC=C(CCC=C(CCC2O1)C)C